CC1(OC=2C(=C(C=3CCNC(C3C2C)=O)C)O1)[C@@H]1CC[C@H](CC1)NC([O-])=O (trans-4-(2,4,9-trimethyl-5-oxo-5,6,7,8-tetrahydro-[1,3]dioxolo[4,5-g]isoquinolin-2-yl)cyclohexyl)carbamate